N-(3-(5-fluoro-2-(3,4,5-trimethoxyphenylamino)pyrimidin-4-yloxy)phenyl)acrylamide FC=1C(=NC(=NC1)NC1=CC(=C(C(=C1)OC)OC)OC)OC=1C=C(C=CC1)NC(C=C)=O